4-(4-(4-((2-(2,6-dioxopiperidin-3-yl)-4-fluoro-1-oxoisoindolin-5-yl)methyl)piperazin-1-yl)piperidin-1-yl)-N-(4-methyl-3-((4-(pyridin-3-yl)pyrimidin-2-yl)amino)phenyl)benzamide O=C1NC(CCC1N1C(C2=CC=C(C(=C2C1)F)CN1CCN(CC1)C1CCN(CC1)C1=CC=C(C(=O)NC2=CC(=C(C=C2)C)NC2=NC=CC(=N2)C=2C=NC=CC2)C=C1)=O)=O